3-[1-[4-(methylsulfonyl)phenyl]-4-(trifluoromethyl)-1H-imidazol-2-yl]pyridine CS(=O)(=O)C1=CC=C(C=C1)N1C(=NC(=C1)C(F)(F)F)C=1C=NC=CC1